NNNNN pentazan